pyrimido[4,5-d]Pyridazin-8(7H)-one N1=CN=CC2=C1C(NN=C2)=O